C(C)N1N=NC=C1C1=C2C(=NC(=C1)N1[C@@H](COCC1)C)C(=NS2)C2=CC(=NN2)C (3R)-4-[7-(1-ethyl-1H-1,2,3-triazol-5-yl)-3-(3-methyl-1H-pyrazol-5-yl)-[1,2]thiazolo[4,5-b]pyridin-5-yl]-3-methylmorpholine